tert-butyl (5-(4-chlorobenzoyl)thiazolo[5,4-b]pyridin-2-yl)((2-(trimethylsilyl)ethoxy)methyl)carbamate ClC1=CC=C(C(=O)C2=CC=C3C(=N2)SC(=N3)N(C(OC(C)(C)C)=O)COCC[Si](C)(C)C)C=C1